(S or R)-((3-(2-(5-fluorothiophen-2-yl)ethyl)-1-(2-(6-methylpyridin-3-yl)propan-2-yl)pyrrolidin-3-yl)methyl)sulfamoyl-dimethyl-amine FC1=CC=C(S1)CC[C@]1(CN(CC1)C(C)(C)C=1C=NC(=CC1)C)CNS(=O)(=O)N(C)C |o1:8|